[Mg+2].[O-2].[K+] potassium oxide magnesium